7-((3S,4S)-3-fluoro-2,2,6,6-tetramethylpiperidin-4-yl)-3-(2-(methoxymethoxy)-4-(1H-1,2,3-triazol-1-yl)phenyl)-7H-pyrrolo[2,3-c]pyridazine F[C@@H]1C(NC(C[C@@H]1N1C=CC2=C1N=NC(=C2)C2=C(C=C(C=C2)N2N=NC=C2)OCOC)(C)C)(C)C